ClC=1C(=C(N=NC1)C(=O)NC([2H])([2H])[2H])Cl dichloro-N-(methyl-d3)pyridazine-3-carboxamide